2,3-dimethyl-1,4-dihexyloxynaphthalene CC1=C(C2=CC=CC=C2C(=C1C)OCCCCCC)OCCCCCC